(S)-(4-(6-fluorobenzo[d]oxazol-2-yl)-6,7-dihydro-1H-imidazo[4,5-c]pyridin-5(4H)-yl)(5-(pyridin-2-yl)-1,3,4-oxadiazol-2-yl)methanone FC1=CC2=C(N=C(O2)[C@H]2N(CCC3=C2N=CN3)C(=O)C=3OC(=NN3)C3=NC=CC=C3)C=C1